FCCCN1C[C@H](CC1)OC1=CC=C(C=C1)C1=C(CCOC2=C1C=CC(=C2)O)C=2C=C1CCNC1=CC2 5-[4-[(3S)-1-(3-fluoropropyl)pyrrolidin-3-yl]oxyphenyl]-4-indolin-5-yl-2,3-dihydro-1-benzoxepin-8-ol